C(C)(C)(C)OC(=O)N1CC(C(CC1)C1=CC=C(C=C1)NC1C(NC(CC1)=O)=O)(F)F 4-[4-[(2,6-dioxo-3-piperidyl)amino]phenyl]-3,3-difluoro-piperidine-1-carboxylic acid tert-butyl ester